C1=C(C=C(C(=C1I)O[13C]2=[13CH][13C](=[13C]([13C](=[13CH]2)I)O)I)I)C[C@@H](C(=O)O)N thyroxine-13C6